C(CCCCCCCCCC)(=O)C(C(O)(C(CCCCCCCCCC)=O)C(CCCCCCCCCC)=O)(O)CO tris(undecoyl)glycerol